1-methyl-1H-imidazo[4,5-b]pyridin-6-amine CN1C=NC2=NC=C(C=C21)N